[I-].C(=C)C1=CCN(C=C1)CCCCCCCCCCCC 4-vinyl-N-dodecylpyridine iodide